CO[C@H]1O[C@H](CN(C1)C1=CC=C(C=N1)C=1C(=C(C2=C(OC(O2)C)C1)C)C(=O)O)OC (6-((2S,6R)-2,6-dimethoxymorpholino)pyridin-3-yl)-2,4-dimethylbenzo[d][1,3]dioxole-5-carboxylic acid